N-phenyl-cyclobutanecarbohydrazide C1(=CC=CC=C1)N(N)C(=O)C1CCC1